C(C)OC(CCCCCCCCCCCC(=O)OCC)=O.C(C1=CC=CC=C1)N1C(CN(CC1)C(CCC=1C(=NN(C1C)C=1C=CC=2N(N1)C(=NN2)C)C)=O)=O 1-benzyl-4-(3-(3,5-dimethyl-1-(3-methyl-[1,2,4]triazolo[4,3-b]pyridazin-6-yl)-1H-pyrazol-4-yl)propanoyl)piperazin-2-one diethyl-1,13-tridecanedioate